6-ethynyl-8-((1R,2R)-2-hydroxy-2-methylcyclopentyl)-2-(piperidin-4-ylamino)pyrido[2,3-d]pyrimidin-7(8H)-one C(#C)C1=CC2=C(N=C(N=C2)NC2CCNCC2)N(C1=O)[C@H]1[C@](CCC1)(C)O